1-methyl-3-ethylimidazole mesylate S(C)(=O)(=O)O.CN1CN(C=C1)CC